C(C)[C@@H]1N(C2=CC=CC=C2[C@@H]([C@H]1CC)NC1=NC(=CC=C1)C)C(C)=O ((2S,3R,4R)-2,3-diethyl-4-((6-methylpyridin-2-yl)amino)-3,4-dihydroquinolin-1(2H)-yl)ethanone